CC(C)(C)[S@](=O)/N=C/CC(C)C (S,E)-2-Methyl-N-(3-methylbutylidene)propane-2-sulfinamide